N1(C=CC=C1)C1CCN(CC1)C1CC2(C1)CN(CC2)C(=O)OCC ethyl 2-[4-(1H-pyrrol-1-yl)piperidin-1-yl]-6-azaspiro[3.4]octane-6-carboxylate